5-(3-(1,1-difluoroethyl)phenoxy)-3-(difluoromethyl)-1-methyl-1H-pyrazole FC(C)(F)C=1C=C(OC2=CC(=NN2C)C(F)F)C=CC1